(3R)-3-{1-cyclopropyl[({5-[3-(trifluoromethoxy)phenyl]-1,2-oxazol-3-yl}methyl)carbamoyl]amino}piperidine-1-carboxamide C1(CC1)N([C@H]1CN(CCC1)C(=O)N)C(NCC1=NOC(=C1)C1=CC(=CC=C1)OC(F)(F)F)=O